FC=1C=C(C=CC1)[C@@H]1CC[C@H]2OC3(C(N21)=O)CCN(CC3)C(=O)C3=COC=C3 (5'S,7a'R)-5'-(3-fluoro-phenyl)-1-(furan-3-carbonyl)tetrahydro-3'H-spiro[piperidine-4,2'-pyrrolo[2,1-b][1,3]oxazol]-3'-one